O1C(CCCC1)OCCCCCCC(CCCCCCCCC)=O 1-(Oxan-2-yloxy)hexadecan-7-one